(+)-3-methoxy-N-methylmorphinan CN1CC[C@@]23CCCC[C@@H]2[C@@H]1CC4=C3C=C(C=C4)OC